ClC=1C(=CC2=CN(N=C2C1)C1CC(C1)CCS(=O)(=O)O)NC(=O)C1=NC(=CC=C1)C(F)(F)F.C(C)C=1C=C(C=CC1N)C1(C2=CC=CC=C2C=2C=CC=CC12)C1=CC(=C(C=C1)N)CC 9,9-bis(3-ethyl-4-aminophenyl)fluorene [3-[6-chloro-5-[[6-(trifluoromethyl)pyridine-2-carbonyl]amino]indazol-2-yl]cyclobutyl]methyl-methanesulfonate